FC=1C=C(CCN(C(OC(C)(C)C)=O)CCCF)C=CC1C tert-butyl (3-fluoro-4-methylphenethyl)(3-fluoropropyl)carbamate